2-phenyl-2,7-diazaspiro[3.5]nonane hydrochloride Cl.C1(=CC=CC=C1)N1CC2(C1)CCNCC2